bis(3-sulfopropyl)disulfide disodium salt [Na+].[Na+].S(=O)(=O)([O-])CCCSSCCCS(=O)(=O)[O-]